ClC1=CC=C(C=C1)C1=NC2=CC=CC=C2C(=C1C1=CC=CC=C1)C(=O)O 2-(4-chlorophenyl)-3-phenylquinoline-4-carboxylic acid